[C@H]12CN(C[C@H](CC1)N2)C=2C1=C(N=C(N2)OCC23CCCN3CCC2)C(=C(N=C1)C1=CC=CC2=CC=CC(=C12)CCF)F 4-((1R,5S)-3,8-diazabicyclo[3.2.1]octan-3-yl)-8-fluoro-7-(8-(2-fluoroethyl)naphthalen-1-yl)-2-((tetrahydro-1H-pyrrolizin-7a(5H)-yl)methoxy)pyrido[4,3-d]pyrimidine